[(3R,3'R)-3'-hydroxy-1,4-dihydro-1'H,2H-spiro[isoquinoline-3,4'-piperidin]-1'-yl][8-(1-methoxyethyl)-6-(trifluoromethyl)imidazo[1,2-a]pyridin-2-yl]methanone O[C@@H]1CN(CC[C@@]12NCC1=CC=CC=C1C2)C(=O)C=2N=C1N(C=C(C=C1C(C)OC)C(F)(F)F)C2